BrC1=C(C=C(C(=C1)F)F)C(OC)OC 1-Bromo-2-(dimethoxymethyl)-4,5-difluorobenzene